C(C)(C)N1N=C(C=C1)C=1C(=C2C(=NC(=NN2C1)C1=NC=CC=C1)NC[C@@H]1[C@@H](CC1)COC)C |r| rac-6-(1-Isopropyl-1H-pyrazol-3-yl)-N-(((1S,2R)-2-(methoxymethyl)cyclobutyl)methyl)-5-methyl-2-(pyridin-2-yl)pyrrolo[2,1-f][1,2,4]triazin-4-amine